O[C@@]1(C(N([C@@H]2C[C@H]12)C)=O)C1=CC(=NO1)C1=NC(=CC=C1)C1=NC(=NC=C1)S(=O)(=O)C (1R,4R,5S)-4-hydroxy-2-methyl-4-(3-(6-(2-(methylsulfonyl)pyrimidin-4-yl)pyridin-2-yl)isoxazol-5-yl)-2-azabicyclo[3.1.0]hexan-3-one